2-methoxybenzenesulfonamide (R)-tert-butyl-(2-(4-methyl-2-(2-(trifluoromethyl)morpholino)thiazol-5-yl)ethyl)carbamate C(C)(C)(C)N(C(O)=O)CCC1=C(N=C(S1)N1C[C@@H](OCC1)C(F)(F)F)C.COC1=C(C=CC=C1)S(=O)(=O)N